ClC=1N=NC(=CC1)C=1CCN(CC1)CC(OC)OC 3-chloro-6-[1-(2,2-dimethoxyethyl)-3,6-dihydro-2H-pyridin-4-yl]pyridazine